3-(3,5-Dimethylisoxazol-4-yl)-5-(piperazin-1-ylmethyl)phenol trifluoroacetate salt FC(C(=O)O)(F)F.CC1=NOC(=C1C=1C=C(C=C(C1)CN1CCNCC1)O)C